6-(Methoxymethoxy)-5',6'-dihydro-[2,4'-bipyridin]-2'(1'H)-one COCOC1=CC=CC(=N1)C1=CC(NCC1)=O